NCCCCCN(CCCCNCCCCCN(CCCCNCCCCCN(CC)O)O)O 30-amino-3,14,25-trihydroxy-3,9,14,20,25-pentaazatriacontan